tert-Butyl 4-(((tert-butyldiphenylsilyl)oxy)methyl)-1-(((1-((2,4-dimethoxybenzyl)amino)isoquinolin-5-yl)amino)methyl)-2-azabicyclo[2.1.1]hexane-2-carboxylate [Si](C1=CC=CC=C1)(C1=CC=CC=C1)(C(C)(C)C)OCC12CN(C(C1)(C2)CNC2=C1C=CN=C(C1=CC=C2)NCC2=C(C=C(C=C2)OC)OC)C(=O)OC(C)(C)C